2-((2S,4R)-4-amino-1-(6-chloroimidazo[1,2-a]pyridine-2-carbonyl)pyrrolidin-2-yl)-N-(4-(aminomethyl)phenethyl)thiazole-4-carboxamide N[C@@H]1C[C@H](N(C1)C(=O)C=1N=C2N(C=C(C=C2)Cl)C1)C=1SC=C(N1)C(=O)NCCC1=CC=C(C=C1)CN